NCC=1C=C(C=CC1)C=1C=C(C2=C(C(=CO2)COC2=C(C=CC(=C2)OC)CC(=O)OCC)C1)NC(C)C ethyl 2-(2-((5-(3-(aminomethyl)phenyl)-7-(isopropylamino)benzofuran-3-yl)methoxy)-4-methoxyphenyl)acetate